C(C)(=O)C1(CC1)C#N 1-acetylcyclopropane-1-carbonitrile